CC1OC2=C(C(NC1)=O)C=CC=C2 2-methyl-2,3-dihydro-1,4-benzoxazepin-5-one